ClC1=CNC2=C(C=CC=C12)NS(=O)(=O)C=1C=NN(C1)CCOCCOCCOC N-(3-chloro-1H-indol-7-yl)-1-[2-[2-(2-methoxyethoxy)ethoxy]ethyl]pyrazole-4-sulfonamide